Sodium n-heptyl sulfate S(=O)(=O)(OCCCCCCC)[O-].[Na+]